deoxy-D-manno-octulosonic acid C(C(=O)C[C@@H](O)[C@@H](O)[C@H](O)[C@H](O)CO)(=O)O